5-(((trans-3-(3-cyclopropyl-4-(3-fluoropyridin-2-yl)-1H-pyrazol-1-yl)cyclobutyl)methyl)amino)-2-(2,6-dioxopiperidin-3-yl)isoindoline-1,3-dione C1(CC1)C1=NN(C=C1C1=NC=CC=C1F)[C@@H]1C[C@H](C1)CNC=1C=C2C(N(C(C2=CC1)=O)C1C(NC(CC1)=O)=O)=O